BrC1=CC=C(C=C1)NC1=C(N=C2N1C=C(N=C2)C=2C=NN(C2)C)C=2C=CC=1N(C2)C(=NN1)CC N-(4-bromophenyl)-2-(3-ethyl-[1,2,4]triazolo[4,3-a]pyridin-6-yl)-6-(1-methyl-1H-pyrazol-4-yl)imidazo[1,2-a]pyrazin-3-amine